2-(2-(((1R,3S,5S)-3-((S)-1-((tert-butoxycarbonyl)amino)-2-((1S,3S,5S)-3-cyano-2-azabicyclo[3.1.0]hexan-2-yl)-2-oxoethyl)adamantan-1-yl)oxy)ethoxy)ethyl methanesulfonate CS(=O)(=O)OCCOCCOC12CC3(C[C@H](CC(C1)C3)C2)[C@@H](C(=O)N2[C@H]3C[C@H]3C[C@H]2C#N)NC(=O)OC(C)(C)C